ethyl (3R)-3-(3-bromophenyl)-3-[[(tert-butoxy)carbonyl]amino]propanoate BrC=1C=C(C=CC1)[C@@H](CC(=O)OCC)NC(=O)OC(C)(C)C